2-(3-(5-(benzofuran-6-yl)-2-chloropyrimidin-4-yl)phenyl)propanol O1C=CC2=C1C=C(C=C2)C=2C(=NC(=NC2)Cl)C=2C=C(C=CC2)C(CO)C